C1=C(C=CC2=CC=CC=C12)NC(OC1=CC=CC=C1)=O Phenyl (2-naphthyl)carbamate